Z-bipyridin N1=C(C=CC=C1)C1=NC=CC=C1